C(C1CO1)OCCC[Si](OC)(OC)CC γ-glycidoxypropyl-ethyl-dimethoxysilane